C(C)(C)(C)C=1C(=C(C=C(C1)C(C)(C)C)C(=C(C)C)C1C2=CC=CC=C2C2C=CC=CC12)OCOC 9-{1-[3,5-di-tert-butyl-2-(methoxymethoxy)phenyl]-2-methylprop-1-en-1-yl}-9,9a-dihydro-4aH-fluorene